FC1=C(C=CC(=C1C(F)(F)F)F)C=1N=C(SC1)N 4-(2,4-difluoro-3-(trifluoromethyl)phenyl)thiazol-2-amine